silylhexaynylbenzene [SiH3]CCCCC#CC1=CC=CC=C1